4-(hydroxymethyl)benzyl-carbon OCC1=CC=C(C[C])C=C1